C1(=CC=CC2=CC=CC=C12)C(CC(=O)C1=CC=CC2=CC=CC=C12)=O 1,3-dinaphthyl-1,3-propanedione